BrCC(=O)C=1C(OC2=CC=CC=C2C1)=O L-3-bromoacetyl-coumarin